(3S)-N-[2-[2-methyl-6-[(5-phenylthiazol-2-yl)amino]pyrimidin-4-yl]oxyethyl]morpholine-3-carboxamide CC1=NC(=CC(=N1)OCCNC(=O)[C@H]1NCCOC1)NC=1SC(=CN1)C1=CC=CC=C1